ClC1=C(C(=C(C=C1OC)OC)Cl)C1=CC2=C(N=C(N=C2)N[C@H]2[C@H](CN(C2)C=2C=NN(C2)C)NC(C=C)=O)C(=N1)NCC1OCCC1 N-((3S,4R)-4-((6-(2,6-dichloro-3,5-di-methoxyphenyl)-8-(((tetrahydrofuran-2-yl)methyl)amino)pyrido[3,4-d]pyrimidin-2-yl)amino)-1-(1-methyl-1H-pyrazol-4-yl)pyrrolidin-3-yl)acryl-amide